6-(Cyclopropanecarboxamido)-N-(methyl-d3)nicotinamide C1(CC1)C(=O)NC1=NC=C(C(=O)NC([2H])([2H])[2H])C=C1